CC(C/C=C/C=1C=C(C=C(C1)OCC(=O)O)OCC(=O)O)CCC=C(C)C (E)-2,2'-(5-(4,8-dimethylnon-1,7-dienyl)-1,3-phenylene)bis(oxy)diacetic acid